[1,2,3]triazolo[1,5-a]pyrazine-5(4H)-carboxylate N1=NC=C2N1C=CN(C2)C(=O)[O-]